CN(/C(=C/C1=NC(=CC=C1C#N)OC)/C)C (E)-2-(2-(dimethylamino)prop-1-en-1-yl)-6-methoxypyridine-3-carbonitrile